methylenebis[4-methyl-6-(1-methylcyclohexyl)phenol] C(C1=C(C(=CC(=C1)C)C1(CCCCC1)C)O)C1=C(C(=CC(=C1)C)C1(CCCCC1)C)O